(R)-N-[(1S)-7-cyano-1,3-dihydrospiro[indene-2,4'-piperidin]-1-yl]-2-methylpropan-2-sulfinamide C(#N)C=1C=CC=C2CC3(CCNCC3)[C@@H](C12)N[S@](=O)C(C)(C)C